5-(3H-[1,2,3]Triazolo[4,5-b]pyridin-5-yl)-2-fluoro-N-(4-(pyridin-3-ylmethoxy)phenyl)benzamide N1=NNC2=NC(=CC=C21)C=2C=CC(=C(C(=O)NC1=CC=C(C=C1)OCC=1C=NC=CC1)C2)F